2-hydrazino-6-picoline hydrochloride Cl.N(N)C1=NC(=CC=C1)C